1-((3R,4R)-3-methoxy-1-(3-methoxy-1H-pyrazolo[3,4-b]pyridin-5-yl)piperidin-4-yl)-1-methyl-3-(1-methyl-2-oxo-5-(trifluoromethyl)-1,2-dihydropyridin-3-yl)urea CO[C@@H]1CN(CC[C@H]1N(C(=O)NC=1C(N(C=C(C1)C(F)(F)F)C)=O)C)C=1C=C2C(=NC1)NN=C2OC